BrC1=CC=2N=CN(C(C2C=N1)=O)[C@H](C)C=1C=C(C(=O)NC)C=CC1 (R)-3-(1-(7-bromo-4-oxopyrido[4,3-d]pyrimidin-3(4H)-yl)ethyl)-N-methylbenzamide